NC1=C2C(=NC=N1)N(N=C2C2=CC(=C(C=C2)OC(F)F)F)C(C)C=2OC1=CC=CC(=C1C(C2C2=CC(=CC=C2)F)=O)F 2-(1-(4-amino-3-(4-(difluoromethoxy)-3-fluorophenyl)-1H-pyrazolo[3,4-d]pyrimidin-1-yl)ethyl)-5-fluoro-3-(3-fluorophenyl)-4H-chromen-4-one